C(#N)C=1C(=C(C=CC1F)NS(=O)(=O)C1CC1)F N-(3-cyano-2,4-difluorophenyl)cyclopropanesulfonamide